1-[4-(7-{[(1R)-1-(2,4-dichlorophenyl)ethyl]amino}-2-methylpyrazolo[4,3-d]pyrimidin-5-yl)piperazin-1-yl]-2-(dimethylamino)ethanone ClC1=C(C=CC(=C1)Cl)[C@@H](C)NC=1C=2C(N=C(N1)N1CCN(CC1)C(CN(C)C)=O)=CN(N2)C